C(C(C)C)NC(=O)C1=C(C=C(C=C1)C1=C(NC(=C1C1=C(C=C(C=C1)[N+](=O)[O-])C)C=C)C(=O)N)OC 3-(4-(isobutylcarbamoyl)-3-methoxy-phenyl)-4-(2-methyl-4-nitro-phenyl)-5-vinyl-1H-pyrrole-2-carboxamide